C(C)(=O)N[C@H]1[C@@H](C=C(C[C@@H]1NCC=1C(=C(C=CC1)C1=CC=CC=C1)C)C(=O)O)OC(CC)CC (3R,4R,5S)-4-acetamido-5-((2-methyl-[1,1'-biphenyl]-3-yl)methyl)amino-3-(pentan-3-oxy)cyclohex-1-en-1-carboxylic acid